C(C)(C)(C)OC(N(CC(NC=1C=NC(=CC1)OC1=CC=NC2=CC(=C(C=C12)OC)OC)=O)CC1=CC=CC=C1)=O benzyl-{[6-(6,7-dimethoxy-quinolin-4-yloxy)-pyridin-3-ylcarbamoyl]-methyl}-carbamic acid tert-butyl ester